1-(1-{[4-(4-chlorophenyl)cyclohexyl]carbonyl}piperidin-4-yl)-3-[4-(7H-pyrrolo[2,3-d]pyrimidin-4-yl)-1H-pyrazol-1-yl]azetidin ClC1=CC=C(C=C1)C1CCC(CC1)C(=O)N1CCC(CC1)N1CC(C1)N1N=CC(=C1)C=1C2=C(N=CN1)NC=C2